N-(3-(4-(cyclopropylmethyl)-4H-1,2,4-triazol-3-yl)phenyl)-7-fluoro-4H-benzo[b]imidazo[1,5-d][1,4]oxazine-8-carboxamide C1(CC1)CN1C(=NN=C1)C=1C=C(C=CC1)NC(=O)C1=CC2=C(OCC=3N2C=NC3)C=C1F